C(#N)CCCCCC(CCCC)C#N 1,6-dicyano-decane